7-((5-(6-(benzyloxy)-1,4-oxazepan-4-yl)-6-((dimethylamino) methyl) pyridin-2-yl) amino)-4-(7-fluoroimidazo[1,2-a]pyridin-3-yl)-1-oxoisoindoline-2-carboxylate C(C1=CC=CC=C1)OC1CN(CCOC1)C=1C=CC(=NC1CN(C)C)NC=1C=CC(=C2CN(C(C12)=O)C(=O)[O-])C1=CN=C2N1C=CC(=C2)F